C(C)(=O)OCC1=C(C(=CC(=C1)Cl)S(NC1=C(C(=C(C=C1)F)C#C)F)(=O)=O)OC 5-chloro-3-(N-(3-ethynyl-2,4-difluorophenyl) sulfamoyl)-2-methoxybenzyl acetate